2-amino-N-(3-(hydroxymethyl)bicyclo[1.1.1]pent-1-yl)-5-(4-((1R,5S)-3-isopropyl-3-azabicyclo[3.1.0]hex-1-yl)phenyl)nicotinamide NC1=C(C(=O)NC23CC(C2)(C3)CO)C=C(C=N1)C1=CC=C(C=C1)[C@@]13CN(C[C@H]3C1)C(C)C